2,2-difluoro-2-[4-[N'-hydroxycarbamimidoyl]phenyl]acetic acid FC(C(=O)O)(C1=CC=C(C=C1)C(N)=NO)F